p-tert-butyl-p-phenylenediphenol C(C)(C)(C)C1=CC(=C(C=C1)O)C1=CC=C(C=C1)C1=C(C=CC=C1)O